FC=1C=C(C=CC1N1C=NC=C1)NC1=C(C=CC(=C1)C=1C(=NOC1C)C)C N-(3-fluoro-4-(1H-imidazol-1-yl)phenyl)-5-(3,5-dimethylisoxazol-4-yl)-2-methylaniline